(6-chloro-4-methylpyridin-3-yl)cyclopropanecarboxylic acid ClC1=CC(=C(C=N1)C1(CC1)C(=O)O)C